N-(methyl-d3)-5-(4-((6-methyl-5-oxo-4,5-dihydropyrrolo[1,2-a]thieno[3,2-e]pyrazin-2-yl)methyl)piperazin-1-yl)pyridine C(N1CC=CC(=C1)N1CCN(CC1)CC1=CC=2NC(C=3N(C2S1)C=CC3C)=O)([2H])([2H])[2H]